FC=1C=C(CCOC=2C(=C3N(C(N2)=O)CC24N3CC(C2)C4)OC)C=CC1OC1=CC(=CC=C1)C(F)(F)F 3-(3-fluoro-4-(3-(trifluoromethyl)phenoxy)phenethoxy)-4-methoxy-7,8-dihydro-1H,6H,9H-7,8a-methanopyrrolo[1',2':3,4]imidazo[1,2-c]pyrimidin-1-one